BrC1=CC=C(C=C1)NC[C@H]1N(CCN(C1)C(=O)OC(C)(C)C)C(=O)OC(C)(C)C |r| Di-tert-butyl (RS)-2-(((4-bromophenyl)amino)methyl)piperazine-1,4-dicarboxylate